BrC=1C=C(C=C(C1)Br)CC(=O)NCCCN(C)C 2-(3,5-dibromophenyl)-N-[3-(dimethylamino)propyl]acetamide